6-bromo-9-(bromomethyl)-3,4-dihydro-2H-benzo[b][1,4]dioxepin BrC1=CC=C(C=2OCCCOC21)CBr